3,5-dimethyl-pyrrole CC1=CNC(=C1)C